(2S,5S)-5-(4-Chlorobenzyl)-4-(4-(1,5-dimethyl-1H-pyrazol-3-yl)cyclohexyl)-2-methylmorpholin ClC1=CC=C(C[C@H]2CO[C@H](CN2C2CCC(CC2)C2=NN(C(=C2)C)C)C)C=C1